(R)-N-(2-(4-Cyanothiazolidin-3-yl)-2-oxoethyl)-6-(4-(fluoromethyl)-4-methyl-piperidin-1-yl)quinoline-4-carboxamide C(#N)[C@H]1N(CSC1)C(CNC(=O)C1=CC=NC2=CC=C(C=C12)N1CCC(CC1)(C)CF)=O